(4-(4-((3-(3,6-difluoropyridin-2-yl)-1-((1r,4r)-4-ethoxycyclohexyl)-1H-pyrazol-4-yl)carbamoyl)thiazol-2-yl)-1H-pyrazol-1-yl)methyl di(((isopropoxycarbonyl)oxy)methyl) phosphate P(=O)(OCN1N=CC(=C1)C=1SC=C(N1)C(NC=1C(=NN(C1)C1CCC(CC1)OCC)C1=NC(=CC=C1F)F)=O)(OCOC(=O)OC(C)C)OCOC(=O)OC(C)C